triazole-4-carboxylate N1N=NC(=C1)C(=O)[O-]